CN1C(OCC2=C1C=CC(=C2)C=2C1=C(C=NC2)C(CO1)NC(CC)=O)=C=O N-(7-(1-methyl-2-carbonyl-1,4-dihydro-2H-benzo[d][1,3]oxazin-6-yl)-2,3-dihydrofuro[3,2-c]pyridin-3-yl)propanamide